FC=CC(=O)N1C(CN(CC1)C1=NC(=NC=2CC(CCC12)N1CCCC2=CC=C(C=C12)Cl)OCC1N(CCC1)C)CC#N 2-(1-3-fluoroacryloyl-4-(7-(7-chloro-3,4-dihydroquinolin-1(2H)-yl)-2-((1-methylpyrrolidin-2-yl)methoxy)-5,6,7,8-tetrahydroquinazolin-4-yl)piperazin-2-yl)acetonitrile